(R)-6-(3-(hydroxymethyl)piperazin-1-yl)-N-(6-(o-tolyl)-5-(trifluoromethyl)pyridin-2-yl)pyridine-2-sulfonamide hydrochloride Cl.OC[C@H]1CN(CCN1)C1=CC=CC(=N1)S(=O)(=O)NC1=NC(=C(C=C1)C(F)(F)F)C1=C(C=CC=C1)C